N[C@H]1C[C@H](N(CC1)C(=O)N1CC2(CCCC2)[C@@H](CC1)CN1C=NC2=CC=C(C=C2C1=O)F)C1=CC=CC=C1 3-(((R)-7-((2S,4R)-4-amino-2-phenylpiperidine-1-carbonyl)-7-azaspiro[4.5]dec-10-yl)methyl)-6-fluoroquinazolin-4(3H)-one